9-(4-chloro-2-fluorophenyl)-2,3-dimethyl-7-[(2S)-2-(1-methylpyrazol-4-yl)morpholin-4-yl]pyrazino[1,2-a]pyrimidin-4-one ClC1=CC(=C(C=C1)C1=NC(=CN2C1=NC(=C(C2=O)C)C)N2C[C@@H](OCC2)C=2C=NN(C2)C)F